ClC1=CC=C(C=C1)C(C(=O)N[C@H](C(=O)N[C@H](CCC(=O)OCC)C(=O)OCC)CC1=CC=C(C=C1)C(F)(F)F)(C)C Diethyl ((S)-2-(2-(4-chlorophenyl)-2-methylpropanamido)-3-(4-(trifluoromethyl)phenyl)propanoyl)-D-glutamate